CC=1C=C(C=CC2=NC(=NC(=N2)C(Cl)(Cl)Cl)C(Cl)(Cl)Cl)C=C(C1C)C 2-(3,4,5-trimethylstyryl)-4,6-bis(trichloromethyl)-1,3,5-triazine